BrC=1C=C2C(=NN=C(C2=CC1)NCC1=C(C=C(C=C1)OC)OC)C(C)C 6-BROMO-N-[(2,4-DIMETHOXYPHENYL)METHYL]-4-PROPAN-2-YLPHTHALAZIN-1-AMINE